7',7'-Dimethylspiro[1,3-dioxolane-2,5'-4,6-dihydro-1,2-benzoxazole] CC1(CC2(CC=3C=NOC31)OCCO2)C